Tert-butyl (8aS,11R)-6-chloro-4-fluoro-5-(2-fluoro-6-hydroxyphenyl)-11-methyl-8a,9,11,12-tetrahydropyrazino[2',1':3,4][1,4]oxazepino[5,6,7-de]quinazoline-10(8H)-carboxylate ClC1=C2C3=C(N=CN=C3C(=C1C1=C(C=CC=C1O)F)F)N1[C@H](CO2)CN([C@@H](C1)C)C(=O)OC(C)(C)C